O1CCOC2=C1C=CC(=C2)C21CCNC1CCCC2 3A-(2,3-dihydro-1,4-benzodioxin-6-yl)-1,2,3,4,5,6,7,7a-octahydroindole